((2-fluoro-3-(4,4,5,5-tetramethyl-1,3,2-dioxaborolan-2-yl)phenyl)imino)dimethyl-λ6-sulfanone FC1=C(C=CC=C1B1OC(C(O1)(C)C)(C)C)N=S(=O)(C)C